N-(1-(4-(4-(6-(Difluoromethyl)imidazo[1,2-b]pyridazin-3-yl)pyridin-2-yl)morpholin-2-yl)ethyl)methanesulfonamide FC(C=1C=CC=2N(N1)C(=CN2)C2=CC(=NC=C2)N2CC(OCC2)C(C)NS(=O)(=O)C)F